1,2-dibutyl-naphthalene C(CCC)C1=C(C=CC2=CC=CC=C12)CCCC